5-chloro-2-methoxy-pyridin-4-amine ClC=1C(=CC(=NC1)OC)N